CC1=C(C(=O)C2=CC=CC=3C4=CC=CC=C4P(C23)=O)C(=CC=C1)C 2,6-dimethylbenzoyl-9-oxo-9-phosphafluorene